(3S,4S)-3-[(4-chlorophenoxy)methyl]-4-methyl-2-[6-methyl-3-(2H-1,2,3-triazol-2-yl)pyridine-2-carbonyl]-2-azabicyclo[3.1.1]heptane ClC1=CC=C(OC[C@H]2N(C3CC([C@@H]2C)C3)C(=O)C3=NC(=CC=C3N3N=CC=N3)C)C=C1